N-[2-Chloro-6-trifluoromethyl-4-(4-trifluoromethylbenzylamino)-phenyl]-2-cyclopentylacetamide ClC1=C(C(=CC(=C1)NCC1=CC=C(C=C1)C(F)(F)F)C(F)(F)F)NC(CC1CCCC1)=O